CN1N=C(C(=C1C)O)C1=C(C=CC=C1)S(=O)(=O)CC 1,5-Dimethyl-3-(2-(ethylsulfonyl)phenyl)-pyrazol-4-ol